FC1=C(OC=2C=C3CCCC(C3=CC2)CN)C=CC(=C1)C [6-(2-fluoro-4-methylphenoxy)-1,2,3,4-tetrahydronaphthalen-1-yl]methylamine